(4-chlorophenyl)-4-[(4-chlorophenyl)methyl]-1-cyclopentylpiperazine-2,5-dione ClC1=CC=C(C=C1)C1C(N(CC(N1CC1=CC=C(C=C1)Cl)=O)C1CCCC1)=O